COS(=O)(=O)C methylsulfonyl methyl ether